1-Behenyl-2-γ-linolenoyl-sn-glycero-3-phosphocholine C(CCCCCCCCCCCCCCCCCCCCC)OC[C@@H](OC(CCCC\C=C/C\C=C/C\C=C/CCCCC)=O)COP(=O)([O-])OCC[N+](C)(C)C